tert-butyl (2-oxo-1-phenyl-3-(4H-1,2,4-triazol-3-yl)-7-(trifluoromethyl)-1,2-dihydro-1,8-naphthyridin-4-yl)(methyl)carbamate O=C1N(C2=NC(=CC=C2C(=C1C1=NN=CN1)N(C(OC(C)(C)C)=O)C)C(F)(F)F)C1=CC=CC=C1